2-(4-(3,3-dimethylbutoxy)phenyl)-4,4,5,5-tetramethyl-1,3,2-dioxaborolane CC(CCOC1=CC=C(C=C1)B1OC(C(O1)(C)C)(C)C)(C)C